6,6'-(6-phenyl-1,3,5-triazine-2,4-diyl)bis(3-phenyl-9-(pyridin-3-yl)-9H-carbazole) C1(=CC=CC=C1)C1=NC(=NC(=N1)C=1C=C2C=3C=C(C=CC3N(C2=CC1)C=1C=NC=CC1)C1=CC=CC=C1)C=1C=C2C=3C=C(C=CC3N(C2=CC1)C=1C=NC=CC1)C1=CC=CC=C1